4-(benzyloxy)-2-((2R,3S,4S,5R)-3-(3,4-difluoro-2-methoxyphenyl)-4,5-dimethyl-5-(trifluoromethyl)tetrahydrofuran-2-yl)-N-(2-methoxyethyl)-6-methylpyrimidin-5-amine C(C1=CC=CC=C1)OC1=NC(=NC(=C1NCCOC)C)[C@@H]1O[C@]([C@H]([C@H]1C1=C(C(=C(C=C1)F)F)OC)C)(C(F)(F)F)C